COC1=CC=C(C=N1)NC1=CC=CC=C1 (6-methoxypyridin-3-yl)aniline